l-N-(4-aminobenzyl)-3,6,10,13,16,19-hexaaza-bicyclo[6.6.6]-eicosan-1,8-diamine NC1=CC=C(CNC23CNCCNCC(CNCCNC2)(CNCCNC3)N)C=C1